(3S)-3-[(2S)-2-amino-4-chloro-3-oxobutyl]pyrrolidin-2-one hydrochloride salt Cl.N[C@@H](C[C@H]1C(NCC1)=O)C(CCl)=O